ClC1=C(C=C2C=CC=NC2=C1C)CCNC(OC(C)(C)C)=O tert-butyl (2-(7-chloro-8-methylquinolin-6-yl)ethyl)carbamate